benzyl (R)-2-(benzyloxy)-4-(N-((6-cyclohexylpyridazin-3-yl)methyl)-1-((perfluorophenyl)sulfonyl)azetidine-2-carboxamido)benzoate C(C1=CC=CC=C1)OC1=C(C(=O)OCC2=CC=CC=C2)C=CC(=C1)N(C(=O)[C@@H]1N(CC1)S(=O)(=O)C1=C(C(=C(C(=C1F)F)F)F)F)CC=1N=NC(=CC1)C1CCCCC1